FC1=C(C(=O)N2CCC(CC2)C=2C(=CC(=NC2)N)OC)C=CC(=C1)OC[C@H]1[C@@H](C1)C 5-[1-(2-Fluoro-4-{[trans-2-methylcyclopropyl]methoxy}-benzoyl)piperidin-4-yl]-4-methoxypyridin-2-amine